C(C)OC1=C(SC(=C1)C1=NC=NC(=C1)NCCN1C(=CC2=C(C=CC(=C12)F)OC)C)C1=CC(=NO1)O 5-(3-Ethoxy-5-{6-[2-(7-fluoro-4-methoxy-2-methyl-indol-1-yl)-ethylamino]-pyrimidin-4-yl}-thiophen-2-yl)-isoxazol-3-ol